N-(5-(4-((2-(difluoromethyl)-5-fluoro-3-oxo-3,4-dihydroquinoxalin-6-yl)methyl)piperazin-1-yl)-6-fluoropyridin-2-yl)-1-methyl-1H-pyrazole-4-carboxamide FC(C1=NC2=CC=C(C(=C2NC1=O)F)CN1CCN(CC1)C=1C=CC(=NC1F)NC(=O)C=1C=NN(C1)C)F